C(C)(C)(C)OC(=O)N1CC2(C1)C(NC1=C2N=C(N=C1N)SC)=O tert-butyl-4-amino-2-methylsulfanyl-6-oxo-spiro[5H-pyrrolo[3,2-d]pyrimidine-7,3'-azetidine]-1'-carboxylate